rac-(1R,2R,3S,4R,5S)-5-hydroxy-N-(4-methyl-3-trifluoromethyl-phenyl)-3-(3-(trifluoromethyl)phenyl)-7-oxabicyclo[2.2.1]heptane-2-carboxamide O[C@@H]1[C@H]2[C@@H]([C@H]([C@@H](C1)O2)C(=O)NC2=CC(=C(C=C2)C)C(F)(F)F)C2=CC(=CC=C2)C(F)(F)F |r|